[(3-benzyloxycarbonylamino-propyl)-tert-butoxycarbonylmethyl-amino]-acetic acid tert-butyl ester C(C)(C)(C)OC(CN(CC(=O)OC(C)(C)C)CCCNC(=O)OCC1=CC=CC=C1)=O